(S)-1-(1-(3-chloro-4-fluorophenyl)-2-hydroxy-ethyl)-3-(1-(2-((2-chloro-4-fluorophenyl)amino)-5-methyl-pyrimidin-4-yl)-1H-pyrazol-4-yl)urea ClC=1C=C(C=CC1F)[C@@H](CO)NC(=O)NC=1C=NN(C1)C1=NC(=NC=C1C)NC1=C(C=C(C=C1)F)Cl